CC=1C=CC2=C(CC(CC=3N2C(=NN3)[C@@H]3CC[C@H](CC3)OC3=NC=CC=C3)N)C1 8-methyl-1-[trans-4-(pyridin-2-yloxy)cyclohexyl]-5,6-dihydro-4H-[1,2,4]Triazolo[4,3-a][1]Benzazepin-5-amine